NC1=NC(=C2N=CN(C2=N1)[C@H]1C=C[C@H](C1)COP(=O)(OC1=CC=C(C=C1)Cl)N[C@@H](C)C(=O)OCC)OC Ethyl ((((1S,4R)-4-(2-amino-6-methoxy-9H-purin-9-yl)cyclopent-2-en-1-yl)methoxy)(4-chlorophenoxy)phosphoryl)-L-alaninate